C(C)(C)(C)OC(=O)N1C[C@H]2N(CC1)C([C@H](C2)CCCO)=O (7s,8as)-7-(3-hydroxypropyl)-6-oxo-hexahydropyrrolo[1,2-a]pyrazine-2(1H)-carboxylic acid tert-butyl ester